ClC=1N=C(C2=C(N1)CCC2)C(=O)N[C@@H]2CC[C@H](CC2)C(=O)OC methyl (trans)-4-{2-chloro-5H,6H,7H-cyclopenta[d]pyrimidine-4-amido}cyclohexane-1-carboxylate